N1C=CC2=CC(=CC=C12)S(=O)(=O)N1C=C(C=C1)C(=O)NC1=CC=C(C=C1)OC 1-((1H-indol-5-yl)sulfonyl)-N-(4-methoxyphenyl)-1H-pyrrole-3-carboxamide